4'-(10-(3-(diisopropylphosphoryl)phenyl)anthracen-9-yl)-[1,1'-biphenyl]-3-carbonitrile C(C)(C)P(=O)(C(C)C)C=1C=C(C=CC1)C1=C2C=CC=CC2=C(C2=CC=CC=C12)C1=CC=C(C=C1)C1=CC(=CC=C1)C#N